C(C)C1=C(C=C(C(=O)O)C=C1)S(NC1=C(C=CC(=C1)S(=O)(=O)C)N1C[C@@H](CCC1)O)(=O)=O (R)-4-Ethyl-3-(N-(2-(3-hydroxypiperidin-1-yl)-5-(methylsulfonyl)phenyl)sulfamoyl)benzoic acid